N-(4-(2-amino-3-(3-(4-(2-methoxyethyl)piperazin-1-yl)-3-oxopropyl)pyridin-4-yloxy)-3-fluorophenyl)-3-(4-fluorophenyl)-1-isopropyl-2,4-dioxo-1,2,3,4-tetrahydropyrimidine-5-carboxamide NC1=NC=CC(=C1CCC(=O)N1CCN(CC1)CCOC)OC1=C(C=C(C=C1)NC(=O)C=1C(N(C(N(C1)C(C)C)=O)C1=CC=C(C=C1)F)=O)F